methyl 5-(4-tert-butoxycarbonyl-4,7-diazaspiro[2.5]octan-7-yl)-2-methoxy-quinazoline-8-carboxylate C(C)(C)(C)OC(=O)N1C2(CC2)CN(CC1)C1=C2C=NC(=NC2=C(C=C1)C(=O)OC)OC